6-butyl-5-bromo-2,4-dihydroxypyridine-3-carboxylic acid ethyl ester C(C)OC(=O)C=1C(=NC(=C(C1O)Br)CCCC)O